OCCCC1=NC(=NC(=N1)CCCO)CCCO 2,4,6-tri(3'-hydroxypropyl)-1,3,5-triazine